tert-butyl (2-(2-(3-((2-((4,5-dimethylthiazol-2-yl)carbamoyl)cyclohexyl)amino)-3-oxopropoxy)ethoxy)ethyl)carbamate CC=1N=C(SC1C)NC(=O)C1C(CCCC1)NC(CCOCCOCCNC(OC(C)(C)C)=O)=O